C(=O)(OCCCC)OC(=O)[O-] butyl dicarbonate